C(C)(C)(C)OC(=O)N1C[C@@H](N(CC1)C=1C2=C(N=CN1)N(C=C2C2CC2)C2CN(CCC2)C(=O)OCC2=CC=CC=C2)C (3S)-4-(7-(1-((benzyloxy)carbonyl)piperidin-3-yl)-5-cyclopropyl-7H-pyrrolo[2,3-d]pyrimidin-4-yl)-3-methylpiperazine-1-carboxylic acid tert-butyl ester